6-[8-(1,3-benzothiazol-2-ylcarbamoyl)-3,4-dihydroisoquinolin-2(1H)-yl]-3-[2-cyano-3-(cyclohexyloxy)phenyl]pyridine-2-carboxylic acid S1C(=NC2=C1C=CC=C2)NC(=O)C=2C=CC=C1CCN(CC21)C2=CC=C(C(=N2)C(=O)O)C2=C(C(=CC=C2)OC2CCCCC2)C#N